diethyl (1RS,3aSR,6aSR)-4,6-dioxo-1-phenyl-5-(p-tolyl)-1,3a,4,5,6,6a-hexahydropyrrolo[3,4-c]pyrrole-1-phosphonate O=C1[C@H]2[C@@H](C(N1C1=CC=C(C=C1)C)=O)[C@@](N=C2)(P(OCC)(=O)OCC)C2=CC=CC=C2 |r|